6-((5-chloro-3-(2,2-difluoroethoxy)pyridin-2-yl)oxy)-1-methyl-N-(3-methyl-1,1-dioxidothietan-3-yl)-1H-benzo[d]imidazole-2-carboxamide ClC=1C=C(C(=NC1)OC=1C=CC2=C(N(C(=N2)C(=O)NC2(CS(C2)(=O)=O)C)C)C1)OCC(F)F